C(C1=CC=CC=C1)N1CCC(CC1)N1C(NC2=NC=CC=C21)=O 1-(1-benzylpiperidin-4-yl)-1H-imidazo[4,5-b]pyridin-2(3H)-one